OCCC1[C@@](N(CC[C@@H]1CF)C(=O)OCN1C=NC2=C1C=CC=C2)(C2=CC=CC=C2)CC2=CC=CC=C2N2C(CC(CC2(C)C)O)(C)C |r| (1H-benzimidazole-1-yl)methanol 1-(2-hydroxyethyl)-4-hydroxy-2,2,6,6-tetramethylpiperidinebenzyl-rac-(2R,4S)-4-(fluoromethyl)-2-phenylpiperidine-1-carboxylate